di(1-naphthyl)-N,N'-diphenyl-1,1'-biphenyl-4,4'-diamine C1(=CC=CC2=CC=CC=C12)C=1C(=C(C=CC1NC1=CC=CC=C1)C1=CC=C(C=C1)NC1=CC=CC=C1)C1=CC=CC2=CC=CC=C12